ClC[Si](C)(C)C (chloromethyl)trimethylsilane